C(C)N1CCC(CC1)C1=CC(=C(C=C1)NC(C1=CN=C(C(=C1)NC1=NC=CC(=N1)C=1C=NC=CC1)C)=O)CF N-[4-(1-Ethyl-piperidin-4-yl)-2-fluoromethyl-phenyl]-6-methyl-5-(4-pyridin-3-yl-pyrimidin-2-ylamino)-nicotinamide